1,3-Bis[1-(9-fluorenylmethoxycarbonyl)-4-piperidyl]propane C1=CC=CC=2C3=CC=CC=C3C(C12)COC(=O)N1CCC(CC1)CCCC1CCN(CC1)C(=O)OCC1C2=CC=CC=C2C=2C=CC=CC12